methyl-4-biphenylcarboxylic acid CC1=C(C=CC(=C1)C(=O)O)C1=CC=CC=C1